2-(4-(piperidin-3-ylmethyl)phthalazin-1-yl)-5-(trifluoromethyl)phenol TFA salt OC(=O)C(F)(F)F.N1CC(CCC1)CC1=NN=C(C2=CC=CC=C12)C1=C(C=C(C=C1)C(F)(F)F)O